N,N-Dimethyl-4-((7-methyl-2-phenylimidazo[1,2-a]pyridin-3-yl)methyl)aniline CN(C1=CC=C(C=C1)CC1=C(N=C2N1C=CC(=C2)C)C2=CC=CC=C2)C